NC([C@H](C[C@H]1C(NC(C1)(C)C)=O)NC(=O)C1N(CC2(CCC2)C1)C(=O)C=1NC2=CC=CC(=C2C1)OC)=O N-[(1S)-2-amino-1-[[(3R)-5,5-dimethyl-2-oxo-pyrrolidin-3-yl]methyl]-2-oxo-ethyl]-6-(4-methoxy-1H-indole-2-carbonyl)-6-azaspiro[3.4]octane-7-carboxamide